2-Amino-5-phenylthiophene-3-carboxamide NC=1SC(=CC1C(=O)N)C1=CC=CC=C1